OC1=C2C(C=3C=CC=C(C3C(C2=C(C=2CC[C@](CC12)(C(CO)=O)O)O)=O)OC)=O 7,8,9,10-tetrahydro-6,8,11-trihydroxy-8-(hydroxyacetyl)-methoxy-(8S-CIS)-naphthacene-5,12-dione